O[C@H]1[C@@H](N(C1)C=1N=C(C2=C(N1)CCC2)C=2C=C1CCNC(C1=CC2)=O)C 6-(2-((2S,3R)-3-hydroxy-2-methylazetidin-1-yl)-6,7-dihydro-5H-cyclopenta[d]pyrimidin-4-yl)-3,4-dihydroisoquinolin-1(2H)-one